2-(6-{5-chloro-2-[(oxacyclohex-4-yl)amino]pyrimidin-4-yl}-1-oxo-2,3-dihydro-1H-isoindol-2-yl)-3-hydroxy-N-[(1R)-1-phenylethyl]propionamide ClC=1C(=NC(=NC1)NC1CCOCC1)C1=CC=C2CN(C(C2=C1)=O)C(C(=O)N[C@H](C)C1=CC=CC=C1)CO